C(\C=C\CCCCC)=O (trans)-2-octenal